4-acryloxyfuraldehyde C(C=C)(=O)OC=1C=C(OC1)C=O